BrC1=C(C=CC(=C1)CBr)OC 2-bromo-4-(Bromomethyl)-1-methoxybenzene